2-[3-(3-propylhydrazino)-propyl]1H-benzisoquinoline-1,3-dione CCCNNCCCN1C(C2=C3C(=CC=C2CC1=O)C=CC=C3)=O